ClC=1C=C2C(=NC(=NC2=C(C1C1=C2C(=NNC2=CC=C1C)C1CC1)F)NC1CCN(CC1)C1CC1)N1C[C@H](N(C[C@@H]1C)C(C=C)=O)C 1-((2R,5S)-4-((S)-6-chloro-7-(3-cyclopropyl-5-methyl-1H-indazol-4-yl)-2-(1-cyclopropylpiperidin-4-ylamino)-8-fluoroquinazolin-4-yl)-2,5-dimethylpiperazin-1-yl)prop-2-en-1-one